C(C)(C)(C)OC(=O)NCC#CC=1C(=NC=CC1)C(=O)OC methyl 3-(3-((tert-butoxycarbonyl) amino)-1-propynyl)-2-picolinate